dimethylsilylene(cyclopentadienyl)(2,4,7-trimethylindenyl)zirconium dichloride [Cl-].[Cl-].C[Si](=[Zr+2](C1C(=CC2=C(C=CC(=C12)C)C)C)C1C=CC=C1)C